2-amino-N-(cyanomethyl)-3-(6-(4-methylpiperazin-1-yl)benzo[d]oxazol-2-yl)propanamide NC(C(=O)NCC#N)CC=1OC2=C(N1)C=CC(=C2)N2CCN(CC2)C